CC1=C(C=NC=2OCCNC21)C2=CC=C1C=NC(=NC1=C2)NC2=NN1CC(N(CCC1=C2)C(C)C)=O 2-{[7-(8-methyl-2,3-dihydro-1H-pyrido[2,3-b][1,4]oxazin-7-yl)quinazolin-2-yl]amino}-6-(propan-2-yl)-5,6-dihydro-4H-pyrazolo[1,5-d][1,4]diazepin-7(8H)-one